OC1C(OC(C1O)N1C(N=C(C=C1)NO)=O)COP(=O)(OC1=CC=CC=C1)N[C@@H](C)C(=O)OC(C)C isopropyl (((3,4-dihydroxy-5-(4-(hydroxyamino)-2-oxopyrimidin-1(2H)-yl)tetrahydrofuran-2-yl)methoxy)(phenoxy)phosphoryl)alaninate